CC(C)C(C)C The molecule is an alkane that is butane substituted by a methyl group at positions 2 and 3. It is an alkane and a volatile organic compound. It derives from a hydride of a butane.